(R)-(+)-2-methyl ethylene oxide C[C@@H]1CO1